1-methyl-4-{4-[(4-methylphenyl)methoxy]piperidin-1-yl}-2-oxo-1,2-dihydroquinoline-3-carboxamide CN1C(C(=C(C2=CC=CC=C12)N1CCC(CC1)OCC1=CC=C(C=C1)C)C(=O)N)=O